N-(3-fluoro-4-(1-isopropyl-6-(1H-pyrazol-4-yl)-1H-indazol-5-yloxy)phenyl)-1-(4-fluorophenyl)-6-trifluoromethyl-2-oxo-1,2-dihydropyridine-3-carboxamide FC=1C=C(C=CC1OC=1C=C2C=NN(C2=CC1C=1C=NNC1)C(C)C)NC(=O)C=1C(N(C(=CC1)C(F)(F)F)C1=CC=C(C=C1)F)=O